4-amino-N-((5-chloro-6-methoxy-2-pyridinyl)methyl)-N-(2-propanyl)-1,3-dihydrofuro[3,4-c][1,7]naphthyridine-8-carboxamide NC1=NC=2C=NC(=CC2C2=C1COC2)C(=O)N(C(C)C)CC2=NC(=C(C=C2)Cl)OC